(1,6-hexanediyl)bis[3-(3,5-di-tert-butyl-4-hydroxyphenyl)propionamide] C(CCCCCC(C(=O)N)CC1=CC(=C(C(=C1)C(C)(C)C)O)C(C)(C)C)C(C(=O)N)CC1=CC(=C(C(=C1)C(C)(C)C)O)C(C)(C)C